ClC1=CNC2=C(C=CC=C12)NS(=O)(=O)C=1C=C(C(=O)NCCC2=CC=C(C=C2)OC)C=CC1 3-(N-(3-chloro-1H-indol-7-yl)sulfamoyl)-N-(4-methoxyphenethyl)benzamide